ClC=1C=C(C=CC1F)C(C=1N(C(=C(N1)CO)C)COCC[Si](C)(C)C)C1=CC(=C(C=C1)F)Cl (2-(bis(3-chloro-4-fluorophenyl)methyl)-5-methyl-1-((2-(trimethylsilyl)eth-oxy)methyl)-1H-imidazol-4-yl)methanol